N-Methyl-Serine CN[C@@H](CO)C(=O)O